5-(4-(benzo[d][1,3]dioxol-5-yl)phenoxy)-1H-1,2,3-triazole-4-carboxylic acid O1COC2=C1C=CC(=C2)C2=CC=C(OC1=C(N=NN1)C(=O)O)C=C2